C1(CC1)C1=NC=NC(=C1C=1N=CC2=C(N1)N(C(C(=C2)C2CCN(CC2)C)=O)CC2=CC=C(C=C2)N2N=C(C=C2C)C(F)(F)F)OC 2-(4-cyclopropyl-6-methoxypyrimidin-5-yl)-8-({4-[5-methyl-3-(trifluoromethyl)pyrazol-1-yl]phenyl}methyl)-6-(1-methylpiperidin-4-yl)pyrido[2,3-d]pyrimidin-7-one